CN(C=1SC2=C(N1)COC=1C=C(C=CC12)C=1C=NNC1)C1CC(OC(C1)(C)C)(C)C N-Methyl-7-(1H-pyrazol-4-yl)-N-(2,2,6,6-tetramethyltetrahydro-2H-pyran-4-yl)-4H-chromeno[3,4-d]thiazol-2-amine